3-(4-fluorophenyl)-1-methyl-4-(4,4,5,5-tetramethyl-1,3,2-dioxaborolan-2-yl)pyrazole FC1=CC=C(C=C1)C1=NN(C=C1B1OC(C(O1)(C)C)(C)C)C